[Cl-].[Cl-].C1(=CC=CC=C1)[SiH](C1=CC=CC=C1)[Zr+2](C1(C=CC=C1)C[Si](C)(C)C)C1(C(=C(C(=C1)C)C)C)C diphenylsilyl-(tetramethylcyclopentadienyl)-((trimethylsilyl)methylcyclopentadienyl)zirconium dichloride